CC=1C=C(CN2CCCC3=CC=CC=C23)C=CC1 1-(3-methylbenzyl)-1,2,3,4-tetrahydroquinoline